8-(2-cyclopentyl-2-propoxycarbonylmethyloxycarbonyl)-tetracyclo[4.4.0.12,5.17,10]-3-dodecene C1(CCCC1)C(C)(C)OC(=O)COC(=O)C1C2C3C4C=CC(C3C(C1)C2)C4